C(C)(=O)C=1SC=CN1 ACETYLTHIAZOLE